O[C@H]1CC[C@@]2(C=3CC[C@@]4([C@](C3CC[C@H]2C1(C)C)(CCC4)C)C)C (1R,3aR,5aR,7S,9aS,11aR)-7-Hydroxy-3a,6,6,9a,11a-Pentamethyl-2,3,3a,4,5,5a,6,7,8,9,9a,10,11,11a-tetradecahydro-1H-cyclopenta[1,2-a]phenanthrene